ClC1=C(C=C(OCC(=O)NC23CC(C2)(C3)NC(CNC(OC(C)(C)C)=O)=O)C=C1)F tert-butyl [2-({3-[2-(4-chloro-3-fluorophenoxy)acetamido]bicyclo[1.1.1]pentan-1-yl}amino)-2-oxoethyl]carbamate